NCC(CN1N=CN(C1=O)CC1=CC(=CS1)C=1C=CC2=C(COC(N2)=O)C1)=C(F)F 6-[5-[[1-[2-(aminomethyl)-3,3-difluoro-allyl]-5-oxo-1,2,4-triazol-4-yl]methyl]-3-thienyl]-1,4-dihydro-3,1-benzoxazin-2-one